C(C)(C)[Si](C#C)(C(C)C)C(C)C 2-triisopropylsilylacetylene